3-(benzyloxy)-7-methoxynaphthalen-2-amine C(C1=CC=CC=C1)OC=1C(=CC2=CC(=CC=C2C1)OC)N